ClC=1C(=CC(=NC1)OC)C1=CC(=NN1)C(=O)N1CCC(CC1)C(=O)NCC=1OC(=CC1)C (5-(5-chloro-2-methoxypyridin-4-yl)-1H-pyrazole-3-carbonyl)-N-((5-methylfuran-2-yl)methyl)piperidine-4-carboxamide